COC(=O)C1=C(C2=NC=C(C(=C2S1)C1=C(C(=CC(=C1)F)F)F)F)C(=C)C 6-fluoro-3-(prop-1-en-2-yl)-7-(2,3,5-trifluorophenyl)thieno[3,2-b]Pyridine-2-carboxylic acid methyl ester